FC(C1=C(C=CC(=C1)N)C1=C(C=C(C=C1)N)C(F)(F)F)(F)F 2,2'-bis-(trifluoromethyl)-1,1'-biphenyl-4,4'-diamine